COC1=NC=CC=C1S(=O)(=O)N 2-methoxypyridine-3-Sulfonamide